FC1CN(CC1)C(=O)OC1=C(C=C(C=C1)C1=C(N(C=2N=CN=C(C21)N)C)I)F 4-(4-amino-6-iodo-7-methyl-7H-pyrrolo[2,3-d]pyrimidin-5-yl)-2-fluorophenyl 3-fluoropyrrolidine-1-carboxylate